O[C@@]1(C[C@@H](CCC1)N1CCC2=C1N=NC(=C2)C2=C(C=C(C=C2C)C(F)(F)F)O)C(F)(F)F 2-(7-((1R,3S)-3-hydroxy-3-(trifluoromethyl)cyclohexyl)-6,7-dihydro-5H-pyrrolo[2,3-c]pyridazin-3-yl)-3-methyl-5-(trifluoromethyl)phenol